3-formyl-4-oxo-4H-pyrido[1,2-a]Pyrimidinium C(=O)C1=C[NH+]=C2N(C1=O)C=CC=C2